3-(4-((2-(4-fluorophenyl)pyrimidin-4-yl)amino)-1-oxoisoindolin-2-yl)piperidine-2,6-dione FC1=CC=C(C=C1)C1=NC=CC(=N1)NC1=C2CN(C(C2=CC=C1)=O)C1C(NC(CC1)=O)=O